N,N-Diethylaminomethyl-triisobutoxysilan C(C)N(CC)C[Si](OCC(C)C)(OCC(C)C)OCC(C)C